3-bromo-5-methoxy-2-(4-methoxyphenyl)benzofuran BrC1=C(OC2=C1C=C(C=C2)OC)C2=CC=C(C=C2)OC